[Cl-].ClCC=1C=C(CC2=C(C=CC=C2)P(C2=CC=CC=C2)C2=CC=CC=C2)C=CC1 3-chloromethylbenzyl-triphenylphosphine chloride